7-(dimethylamino)-2,3-dioxo-N-(4-(trifluoromethoxy)phenyl)-1,2,3,4-tetrahydroquinoxaline-6-sulfonamide CN(C1=C(C=C2NC(C(NC2=C1)=O)=O)S(=O)(=O)NC1=CC=C(C=C1)OC(F)(F)F)C